FC(C(=O)N1C2COCC1CNC2)(F)F 2,2,2-trifluoro-1-(3-oxa-7,9-diazabicyclo[3.3.1]nonan-9-yl)ethanone